6-{6-[(3R,5S)-3,5-dimethylpiperazin-1-yl]pyridazin-3-yl}-2'-methoxy[3,4'-bipyridin]-5-ol C[C@@H]1CN(C[C@@H](N1)C)C1=CC=C(N=N1)C1=C(C=C(C=N1)C1=CC(=NC=C1)OC)O